4-benzoyl-2,4-dimethyl-6-phenyl-5-hexynonitrile C(C1=CC=CC=C1)(=O)C(CC(C#N)C)(C#CC1=CC=CC=C1)C